3-(4-carboxy-2,5-dihydroxybenzamido)phthalic acid C(=O)(O)C1=CC(=C(C(=O)NC2=C(C(C(=O)O)=CC=C2)C(=O)O)C=C1O)O